ClC1=C(C(=CC=C1)Cl)C1=CC2=C(N=C(N=C2)NC=2C=C(C#N)C=CC2)OC1=O 3-((6-(2,6-dichlorophenyl)-7-oxo-7H-pyrano[2,3-d]pyrimidin-2-yl)amino)benzonitrile